4-nitrophenyl (3'R)-3-methyl-2-oxo-[1,3'-bipiperidine]-1'-carboxylate CC1C(N(CCC1)[C@H]1CN(CCC1)C(=O)OC1=CC=C(C=C1)[N+](=O)[O-])=O